6-fluoro-4-phenyl-3-[(E)-2-(pyrimidin-5-yl)ethenesulfonyl]-1,2-dihydroquinolin-2-one FC=1C=C2C(=C(C(NC2=CC1)=O)S(=O)(=O)\C=C\C=1C=NC=NC1)C1=CC=CC=C1